NC1=C(C(=O)O)C=C(C(=C1)C(=O)O)N 2,5-diamino-terephthalic acid